2-methacrylamidoethyl 4-((4-amino-2-methyl-1H-imidazo[4,5-c]quinolin-1-yl)methyl)benzylcarbamate NC1=NC=2C=CC=CC2C2=C1N=C(N2CC2=CC=C(CNC(OCCNC(C(=C)C)=O)=O)C=C2)C